ClC1=CC2=C(C=N1)C(=NN2C2=NC(=CC(=C2)C)[C@@]2(COCC2)OC)C2=COC=C2 (S)-6-Chloro-3-(furan-3-yl)-1-(6-(3-methoxytetrahydrofuran-3-yl)-4-methylpyridin-2-yl)-1H-pyrazolo[4,3-c]pyridine